FC=1C=C2C=C(C(NC2=CC1F)=O)CC(=O)O 2-(6,7-difluoro-2-oxo-1,2-dihydroquinolin-3-yl)acetic acid